The molecule is a cresol that consists of toluene substituted by a hydroxy group at position 4. It is a metabolite of aromatic amino acid metabolism produced by intestinal microflora in humans and animals. It has a role as a uremic toxin, a human metabolite and an Escherichia coli metabolite. CC1=CC=C(C=C1)O